C(=O)(OC(C)(C)C)CCC(O)N 3-Boc-aminopropan-1-ol